bis(methacryloyl)-isostearyl-titanium C(C(=C)C)(=O)[Ti](CCCCCCCCCCCCCCCC(C)C)C(C(=C)C)=O